C1=CC=CC=2C3=CC=CC=C3N(C12)C1=CC2=C(SC3=C2C=C(C=C3)N3C2=CC=CC=C2C=2C=CC=CC32)C=C1 2,8-bis(9H-carbazol-9-yl)dibenzothiophene